ethyl 2-(3-(N-(3-chlorophenyl)sulfamoyl)benzamido)-4,5,6,7-tetrahydrobenzo[b]thiophene-3-carboxylate ClC=1C=C(C=CC1)NS(=O)(=O)C=1C=C(C(=O)NC2=C(C3=C(S2)CCCC3)C(=O)OCC)C=CC1